Cl[C@@H]1[C@@H](C2=CC=C(C=C2CC1)OC)O (1R,2S)-2-chloro-6-methoxy-1,2,3,4-tetrahydronaphthalen-1-ol